C(C=C)C1(C(N(C2=CC=CC=C12)C)=O)F 3-allyl-3-fluoro-1-methylindolin-2-one